ClC=1C(=C(C=NC1)C1=CC=C(C=C1)C=1C=NN(C1)CC(=O)N(C)C)C#N 2-(4-(4-(5-chloro-4-cyanopyridin-3-yl)phenyl)-1H-pyrazol-1-yl)-N,N-dimethylacetamide